C(=O)O.C(CCC)NC(=S)NC=1C=C2C=3CC(CCC3NC2=CC1)CNC(C)C N-butyl-N'-(3-(isopropyl)aminomethyl-1,2,3,4-tetrahydro-9H-carbazol-6-yl)thiourea formate